N1CC(C1)C12CC(C1)(C2)CC=2C=CC(=NC2)C(F)(F)F 5-[[3-(azetidin-3-yl)-1-bicyclo[1.1.1]pentanyl]methyl]-2-(trifluoromethyl)pyridine